CC1=C(C=C(C=C1)NC(=O)N1C2CN(CC1C2)C(=O)OC(C)(C)C)C2=NC=CC=C2 tert-butyl 6-((4-methyl-3-(pyridin-2-yl) phenyl) carbamoyl)-3,6-diazabicyclo[3.1.1]heptane-3-carboxylate